6,9,12-trioxa-3,15-diazaheptadecane-1,2,16,17-tetracarboxylic acid hydrochloride Cl.C(C(NCCOCCOCCOCCNC(CC(=O)O)C(=O)O)C(=O)O)C(=O)O